3'-Methyl-8'-(pyrimidin-5-yl)spiro[cyclopropane-1,1'-pyrrolo[2,3-c]quinolin]-2'(3'H)-one CN1C(C2(C3=C1C=NC=1C=CC(=CC31)C=3C=NC=NC3)CC2)=O